(2R,3S)-2-(4-(cyclopentylamino)phenyl)-N-(4-methyl-3-(trifluoro-methyl)phenyl)-1-(phenylsulfonyl)piperidine-3-carboxamide C1(CCCC1)NC1=CC=C(C=C1)[C@@H]1N(CCC[C@@H]1C(=O)NC1=CC(=C(C=C1)C)C(F)(F)F)S(=O)(=O)C1=CC=CC=C1